FC=1C=C(C=2CC3C(C2C1)(C3)C3=CN=CN3)F 5-(3,5-difluoro-6,6a-dihydro-1aH-cyclopropa[1,2-a]inden-1a-yl)-1H-imidazole